[N+](=O)([O-])C1=CC(=C(C=C1)C1=C(C=C(C=C1)[N+](=O)[O-])CO)CO (4,4'-dinitro-[1,1'-biphenyl]-2,2'-diyl)dimethanol